C(CC#CC)(=O)O PENT-3-YNOIC ACID